N(=C=O)C(C)C1=CC=C(C=C1)C1C(OCCC1)C 3-(4-(1-isocyanatoethyl)phenyl)-2-methyltetrahydro-2H-pyran